C(CC)NC1=C2C(=C3N=C4C=CC(C=C4OC3=C1)=[NH+]CCC)C=CC=C2 N-(5-(propylamino)-9H-benzo[a]phenoxazin-9-ylidene)propan-1-aminium